O=C1C=C(C=C2N1CCN2)C(=O)O 1,2,3,5-tetrahydro-5-oxo-imidazo[1,2-a]pyridine-7-carboxylic acid